COC=1C=CC(=NC1)NC=1OC(=NN1)C1=CC=C(C=C1)OC(F)(F)F N-(5-Methoxypyridin-2-yl)-5-(4-(trifluoromethoxy)phenyl)-1,3,4-oxadiazol-2-amine